(S)-4-(4,4-difluoro-2-methylpyrrolidine-1-carbonyl)thiazole-2-carboxylic acid ethyl ester C(C)OC(=O)C=1SC=C(N1)C(=O)N1[C@H](CC(C1)(F)F)C